N,N'-dimethyl-p-phenylenediamine CNC1=CC=C(C=C1)NC